4,4-dicyanophthalonitrile C(#N)C1(CC(=C(C#N)C=C1)C#N)C#N